[3-(2-methoxyvinyl)phenyl]acetic acid COC=CC=1C=C(C=CC1)CC(=O)O